N6-(3-fluoropyridin-2-yl)-N1-methyl-4-(6-morpholino-[1,2,4]triazolo[1,5-a]pyridin-2-yl)-2,7-naphthyridine-1,6-diamine FC=1C(=NC=CC1)NC=1C=C2C(=CN=C(C2=CN1)NC)C1=NN2C(C=CC(=C2)N2CCOCC2)=N1